S(=O)(=O)(O)O.N1=CNC2=C1C=CC=C2 benzimidazole hydrogen sulfate salt